2-butyl-7-methyl-1-((tetrahydro-2H-pyran-4-yl)methyl)-1H-imidazo[4,5-d]thieno[3,2-b]pyridine-4-amine C(CCC)C1=NC=2C(=C3C(=NC2N)C=C(S3)C)N1CC1CCOCC1